2-(7-((2S,5R)-2,5-dimethyl-4-((S)-1-(3-methylquinoxalin-6-yl)ethyl)piperazine-1-yl)-4-methyl-5-oxo-4,5-dihydro-2H-pyrazolo[4,3-b]Pyridin-2-yl)acetonitrile C[C@@H]1N(C[C@H](N(C1)[C@@H](C)C=1C=C2N=C(C=NC2=CC1)C)C)C=1C=2C(N(C(C1)=O)C)=CN(N2)CC#N